COC=1C=CC=C2[C@H](CN(C(C12)=O)COCC[Si](C)(C)C)C |o1:7| rel-(4R)-8-methoxy-4-methyl-2-(2-trimethylsilylethoxymethyl)-3,4-dihydroisoquinolin-1-one